FC(F)(F)C1OC=CC1 (trifluoromethyl)dihydrofuran